ClC1=C(C=CC=C1NC(C1=NC=C(C=C1)C(OC)OC)=O)C1=C(C(=CC=C1)NC=1N=CC=C2C=C(C=NC12)C=C)C N-(2-chloro-2'-methyl-3'-((3-vinyl-1,7-naphthyridin-8-yl)amino)-[1,1'-biphenyl]-3-yl)-5-(dimethoxymethyl)picolinamide